N-(5-Cyclopropyl-1H-pyrazol-3-yl)-2-[rac-(3aR,6aR)-2-methyl-1,3,3a,4,6,6a-hexahydropyrrolo[3,4-c]pyrrol-5-yl]pyrimidin-4-amine C1(CC1)C1=CC(=NN1)NC1=NC(=NC=C1)N1C[C@@H]2[C@@H](C1)CN(C2)C |r|